COC1=C(C=NC(=C1)C(F)(F)F)[C@@H]1[C@@H](O[C@@]([C@@H]1C)(C(F)(F)F)C)C(=O)NC1=CC(=NC=C1)C(=O)N (2R,3R,4R,5S)-4-[[3-[4-methoxy-6-(trifluoromethyl)-3-pyridinyl]-4,5-dimethyl-5-(trifluoromethyl)tetrahydrofuran-2-carbonyl]amino]pyridine-2-carboxamide